COC(=O)[C@@]1([C@@H](C1)C=C)NC(=O)OC(C)(C)C.CC=1C=NC=C(C(=O)NC2=CC(=CC=C2)[C@H](C)NC=2C=NC=3C(N2)=NN(C3)C3=NC=CC=C3)C1 (S)-5-methyl-N-(3-(1-((2-(pyridin-2-yl)-2H-pyrazolo[3,4-b]pyrazin-6-yl)amino)ethyl)phenyl)nicotinamide methyl-(1R,2S)-1-(tert-butoxycarbonylamino)-2-vinyl-cyclopropanecarboxylate